ClC1=C(N=CC=2NC([C@@H](N=C(C21)C2=C(C=CC=C2F)Cl)C)=O)C(F)(F)F (3S)-6-chloro-5-(2-chloro-6-fluoro-phenyl)-3-methyl-7-(trifluoromethyl)-1,3-dihydropyrido[3,4-e][1,4]diazepine-2-One